C(CCC)C(C(=O)O)(CCCCCCCC(=O)O)CCCC.C(CCC)OC(CCCCCCCCC(=O)OCCCC)=O di-n-butyl-n-decanedioate (dibutyl sebacate)